Nitrosoglutathion N(=O)N[C@H](C(=O)O)CCC(=O)N[C@@H](CS)C(=O)NCC(=O)O